N1[C@H](CC1)COC1=C(N(N=C1)C)C1=CC=2N(C=C1)N=C(C2)NC2=NC=C(N=C2)C 5-[4-[[(2R)-azetidin-2-yl]methoxy]-2-methyl-pyrazol-3-yl]-N-(5-methylpyrazin-2-yl)pyrazolo[1,5-a]pyridin-2-amine